C1(CC1)OCC1=C(C=CC(=C1)NC1OCCC(C1)C(=O)O)C1=C(C(=C(C(=C1)OC)C)OC)F ((2-(cyclopropoxymethyl)-2'-fluoro-3',5'-dimethoxy-4'-methyl-[1,1'-biphenyl]-4-yl)amino)tetrahydro-2H-pyran-4-carboxylic acid